3-fluoro-4-[bis(t-butoxycarbonyl)amino]-2,6-dichloropyridine FC=1C(=NC(=CC1N(C(=O)OC(C)(C)C)C(=O)OC(C)(C)C)Cl)Cl